OC=1C=CC=C2C=C(C=NC12)N[C@@H](C)C(=O)O (8-hydroxyquinolin-3-yl)alanine